6-methyl-2-[(2-chlorophenyl)-methyl]-4H-3,1-benzoxazin-4-one CC=1C=CC2=C(C(OC(=N2)CC2=C(C=CC=C2)Cl)=O)C1